ClC1=C(C=2C(=C3N(CCN(C3)C(CCOCCC)=O)C2N=C1)C)F 1-(3-(3-chloro-4-fluoro-5-methyl-8,9-dihydropyrido[3',2':4,5]pyrrolo[1,2-a]pyrazin-7(6H)-yl)-3-oxopropoxy)propan